C(CCl)Cl trans-1,2-ethylene dichloride